1-(2,3-dihydroxypropyl)-3-propenyl-imidazole bromide [Br-].OC(CN1CN(C=C1)C=CC)CO